ClC=1C(=CC2=C(N(C(=N2)C2=CC=C(C=C2)Cl)[C@H](C(=O)O)C(CC)CC)C1)F (S)-2-[6-chloro-2-(4-chloro-phenyl)-5-fluoro-benzoimidazol-1-yl]-3-ethyl-pentanoic acid